NC=1C(=CC2=C(SC3=C2C=C(C(=C3)N)C)C1)C 3,7-diamino-2,8-dimethyldibenzothiophene